5-fluoro-4-iodo-3-[1-(3-isopropoxyphenyl)vinyl]pyridin-2-amine FC=1C(=C(C(=NC1)N)C(=C)C1=CC(=CC=C1)OC(C)C)I